(±)-Ethyl-3-(2-amino-6-(piperidin-1-yl)-9H-purin-9-yl)-4-hydroxytetrahydrothiophene-3-carboxylate C(C)OC(=O)C1(CSCC1O)N1C2=NC(=NC(=C2N=C1)N1CCCCC1)N